(3,3-dimethyl-2-oxo-1-(1H-pyrazol-3-yl)indolin-4-yl)-N-(4-fluorophenyl)-2-(trifluoromethyl)benzamide CC1(C(N(C2=CC=CC(=C12)C=1C(=C(C(=O)NC2=CC=C(C=C2)F)C=CC1)C(F)(F)F)C1=NNC=C1)=O)C